ClC=1C=CC(=NC1)[C@]1(OC2=C(O1)C=CC=C2C2CCN(CC2)C(=O)OC(C)(C)C)C tert-butyl (R)-4-(2-(5-chloropyridin-2-yl)-2-methylbenzo[d][1,3]dioxol-4-yl)piperidine-1-carboxylate